4-(cyclopentoxy)-N'-(2-ethyl-4-hydroxy-phenyl)-6-(6-methoxy-3-pyridyl)pyrrolo[1,2-b]pyridazine-3-carboxamidine C1(CCCC1)OC=1C=2N(N=CC1C(=NC1=C(C=C(C=C1)O)CC)N)C=C(C2)C=2C=NC(=CC2)OC